(2R)-2-(4-bromo-2-cyclopropylphenoxy)-3-(methylsulfanyl)propanoic acid BrC1=CC(=C(O[C@H](C(=O)O)CSC)C=C1)C1CC1